2-Methacryloyloxyethyl-phosphorylcholine C(C(=C)C)(=O)OCCP(=O)=C(O)C[N+](C)(C)C